1-(4-(2-(2,7-dimethyl-[1,2,4]triazolo[1,5-a]pyridin-6-yl)-3-isopropyl-1H-indol-5-yl)piperidin-1-yl)-2-(methyl-amino)ethan-1-one CC1=NN2C(C=C(C(=C2)C=2NC3=CC=C(C=C3C2C(C)C)C2CCN(CC2)C(CNC)=O)C)=N1